C(C)(=O)O.C(C)(=O)O acetic acid, acetic acid salt